2-(((4-cyano-7-(4-isopropylphenyl)-2,3-dihydrobenzofuran-5-yl)(methyl)amino)methyl)acrylic acid C(#N)C1=C(C=C(C2=C1CCO2)C2=CC=C(C=C2)C(C)C)N(C)CC(C(=O)O)=C